Tert-butyl (2s,4r)-2-((6-bromopyridin-2-yl) carbamoyl)-4-methylpyrrolidine-1-carboxylate BrC1=CC=CC(=N1)NC(=O)[C@H]1N(C[C@@H](C1)C)C(=O)OC(C)(C)C